CC1=NNC=C1C=1N=C(C2=C(N1)C=NC=C2)NC2(CC2)C 2-(3-methyl-1H-pyrazol-4-yl)-N-(1-methylcyclopropyl)pyrido[3,4-d]pyrimidin-4-amine